(S)-N-(2-(4,4-Difluoropiperidin-1-yl)-6-methylpyrimidin-4-yl)-4-((2-fluoro-1-(hydroxymethyl)ethyl)sulfonamido)-2-(6-azaspiro[2.5]octan-6-yl)benzamide FC1(CCN(CC1)C1=NC(=CC(=N1)NC(C1=C(C=C(C=C1)NS(=O)(=O)[C@H](CF)CO)N1CCC2(CC2)CC1)=O)C)F